N'-(1,2-dimethylpropyl)-N'-[[5-(trifluoromethyl)-2-pyridyl]methyl]oxamide CC(C(C)C)N(C(C(N)=O)=O)CC1=NC=C(C=C1)C(F)(F)F